6-(1-cyclopropyl-1H-benzo[d]imidazol-6-yl)-8-(4-(difluoromethoxy)phenyl)-2-ethoxypyrido[2,3-d]pyrimidin-7(8H)-one C1(CC1)N1C=NC2=C1C=C(C=C2)C2=CC1=C(N=C(N=C1)OCC)N(C2=O)C2=CC=C(C=C2)OC(F)F